N-Arachidonoyl-ethanolamine allyl-2,2-dimethyl-4-oxo-3,8,11,14,17,20-hexaoxa-5-azatriacontane-23-carboxylate C(C=C)CC(OC(NCCOCCOCCOCCOCCOCCC(CCCCCCC)C(=O)OCCNC(CCC\C=C/C\C=C/C\C=C/C\C=C/CCCCC)=O)=O)(C)C